N-(3-methylbenzyl)-1H-benzimidazol-2-amine CC=1C=C(CNC2=NC3=C(N2)C=CC=C3)C=CC1